1,2,3,4,5-pentafluoro-6-(trichloromethyl)benzene FC1=C(C(=C(C(=C1C(Cl)(Cl)Cl)F)F)F)F